2-[(4-carbamoylphenyl)methyl]-2-azaspiro[3.3]heptan-6-yl (2R,6R)-4-(6-fluoro-1,3-benzothiazol-2-yl)-2,6-dimethylpiperazine-1-carboxylate FC1=CC2=C(N=C(S2)N2C[C@H](N([C@@H](C2)C)C(=O)OC2CC3(CN(C3)CC3=CC=C(C=C3)C(N)=O)C2)C)C=C1